O=C1C(C(CC(C1)C1=CC=CC=C1)=O)=CN[C@@H](CC1=CC=CC=C1)C(=O)OCC1=CC=CC=C1 benzyl ((2,6-dioxo-4-phenylcyclohexylidene) methyl)-L-phenylalaninate